(3-((1R,4R)-4-(2-Hydroxypropan-2-yl)cyclohexyl)-1,2,3-oxadiazol-3-ium-5-yl)((3-(2-(o-tolyl)acetamido)-5-(trifluoromethyl)phenyl)-carbamoyl)amide OC(C)(C)C1CCC(CC1)[N+]1=NOC(=C1)[N-]C(NC1=CC(=CC(=C1)C(F)(F)F)NC(CC1=C(C=CC=C1)C)=O)=O